3-(3-((dimethylamino)methyl)phenyl)-3-(5-(2-(5,6,7,8-tetrahydro-1,8-naphthyridin-2-yl)ethoxy)-1H-indazol-1-yl)propanoic acid CN(C)CC=1C=C(C=CC1)C(CC(=O)O)N1N=CC2=CC(=CC=C12)OCCC1=NC=2NCCCC2C=C1